COC=1C=C(C=C(C1OC)OC([2H])([2H])[2H])C(=O)C1=CN=C(N1)C1=CN(C2=CC=CC=C12)C (3,4-dimethoxy-5-(methoxy-d3)phenyl)(2-(1-methyl-1H-indol-3-yl)-1H-imidazol-5-yl)methanone